N,N-bis[diphenylphosphoryl]amine C1(=CC=CC=C1)P(=O)(C1=CC=CC=C1)NP(=O)(C1=CC=CC=C1)C1=CC=CC=C1